[N+](=O)([O-])C1=CC=C(C=C1)C(=O)N1C[C@H](CCC1)NC1=NC=CC(=N1)C=1C(=NN2C1C=CC=C2)C2=CC=CC=C2 (S)-(4-nitrophenyl)(3-((4-(2-phenylpyrazolo[1,5-a]pyridin-3-yl)pyrimidin-2-yl)amino)piperidin-1-yl)methanone